Cl.F[C@@H]1[C@@H](CNC1)O (3R,4S)-4-fluoropyrrolidine-3-ol hydrochloride